5-bromo-2-(trifluoromethoxy)benzoic acid BrC=1C=CC(=C(C(=O)O)C1)OC(F)(F)F